1-(4-(4-Nitro-1H-imidazol-1-yl)phenyl)ethanone [N+](=O)([O-])C=1N=CN(C1)C1=CC=C(C=C1)C(C)=O